[Cl-].[NH4+].C(CCCCCCCCCCC)C(C(C(=O)N)=C(CCC)C)C dodecyldimethylpropyl-methacrylamide ammonium chloride